CC1(OCCC(C1)CN1CC2(C1)CN(C2)S(=O)(=O)C=2C(=NC(=CC2)C(F)(F)F)C)C 2-((2,2-dimethyltetrahydro-2H-pyran-4-yl)methyl)-6-((2-methyl-6-(trifluoromethyl)pyridin-3-yl)sulfonyl)-2,6-diazaspiro[3.3]heptane